Tert-butyl (S)-4-(1-benzyl-1H-tetrazol-5-yl)-2-(((benzyloxy)carbonyl)amino)butanoate C(C1=CC=CC=C1)N1N=NN=C1CC[C@@H](C(=O)OC(C)(C)C)NC(=O)OCC1=CC=CC=C1